5-{[(tert-butoxycarbonyl)(methyl)amino]methyl}-6-methoxypyridine-3-carboxylic acid C(C)(C)(C)OC(=O)N(C)CC=1C=C(C=NC1OC)C(=O)O